FC1=C(C=C(C=N1)NC(=O)C1=C(N(C(=C1C)C(C(=O)NC=1SC=C(N1)C)=O)C)C)C N-(6-fluoro-5-methylpyridin-3-yl)-1,2,4-trimethyl-5-(2-((4-methylthiazol-2-yl)amino)-2-oxoacetyl)-1H-pyrrole-3-carboxamide